4-(3-chloro-4-fluorobenzyl)pyrrolidine-2-carboxamide trifluoroacetate FC(C(=O)O)(F)F.ClC=1C=C(CC2CC(NC2)C(=O)N)C=CC1F